2-(3-cyanopyridin-2-yl)propanoic acid C(#N)C=1C(=NC=CC1)C(C(=O)O)C